O1CCN(CC1)C(C)N morpholinoethan-1-amine